2,5-dimethyl-pyrazinium chloride [Cl-].CC1=[NH+]C=C(N=C1)C